lanthanum-aluminum oxide [O-2].[Al+3].[La+3].[O-2].[O-2]